C(C1=CC=CC=C1)[B-](C1=C(C(=C(C(=C1F)F)F)F)F)(C1=C(C(=C(C(=C1F)F)F)F)F)C1=C(C(=C(C(=C1F)F)F)F)F.C[NH+](C1=CC=CC=C1)C N,N-dimethylanilinium benzyl-tris(pentafluorophenyl)borate